FC(C1=CC=C(OC=2C=C(C=C3C=CC=NC23)C#N)C=C1)(F)F 8-{4-(trifluoromethyl)phenoxy}quinoline-6-carbonitrile